(cyclopentadienyl)(methylcyclopentadienyl)zirconium dichloride [Cl-].[Cl-].C1(C=CC=C1)[Zr+2]C1(C=CC=C1)C